8-fluoro-2-[(4S)-4-[[6-oxo-5-(trifluoromethyl)-1H-pyridazin-4-yl]amino]pentyl]-6-[5-(trifluoromethyl)pyridin-2-yl]isoquinolin-1-one FC=1C=C(C=C2C=CN(C(C12)=O)CCC[C@H](C)NC=1C=NNC(C1C(F)(F)F)=O)C1=NC=C(C=C1)C(F)(F)F